6-((adamantan-1-yl)amino)-N-((1-(2,6-dioxopiperidin-3-yl)-2-oxo-1,2-dihydrobenzo[cd]indol-6-yl)methyl)hexanamide C12(CC3CC(CC(C1)C3)C2)NCCCCCC(=O)NCC=2C=3C1=C(C(N(C1=CC2)C2C(NC(CC2)=O)=O)=O)C=CC3